N[C@](C(=O)O)(COC)C (S)-2-amino-3-methoxy-2-methylpropanoic acid